N-((S)-hydroxyethyl)glycine OCCNCC(=O)O